ClC=1C=C(C(=C(C1)C1(CCCC1)S(=O)(=O)N)F)B1OC(C(O1)(C)C)(C)C [5-chloro-2-fluoro-3-(4,4,5,5-tetramethyl-1,3,2-dioxaborolan-2-yl)phenyl]cyclopentanesulfonamide